C1(=CC=C(C=C1)NS(=O)(=O)C1=CC=C(C)C=C1)C N-(p-tolyl)p-toluenesulfonamide